N-[4-(2,3-dihydro-1,4-benzodioxin-5-yl)thiazol-2-yl]-4-methoxy-benzamide O1CCOC2=C1C=CC=C2C=2N=C(SC2)NC(C2=CC=C(C=C2)OC)=O